O=[13CH][C@H](O)[C@@H](O)[C@H](O)[C@H](O)CO [1-13C]glucose